(3S,4R)-4-{2-[(tert-butyldimethylsilyl)oxy]ethoxy}-3-fluoropiperidine-1-carboxylic acid tert-butyl ester C(C)(C)(C)OC(=O)N1C[C@@H]([C@@H](CC1)OCCO[Si](C)(C)C(C)(C)C)F